6-chloro-7-phenyl-1H-indole-3-sulfonyl chloride ClC1=CC=C2C(=CNC2=C1C1=CC=CC=C1)S(=O)(=O)Cl